5-bromo-3-(ethanesulfonyl)-2-[3-fluoro-6-(trifluoromethyl)-1H-pyrrolo[3,2-b]pyridin-2-yl]pyridine BrC=1C=C(C(=NC1)C1=C(C2=NC=C(C=C2N1)C(F)(F)F)F)S(=O)(=O)CC